5-methyl-1,2,3,6-tetrahydropyridin-3-yl pivalate C(C(C)(C)C)(=O)OC1CNCC(=C1)C